(1S,3S)-3-((2-cyclobutyl-6-(5-(hydroxymethyl)-1-methyl-1H-1,2,3-triazole-4-yl)pyridin-3-yl)oxy)cyclohexane-1-carboxylic acid methyl ester COC(=O)[C@@H]1C[C@H](CCC1)OC=1C(=NC(=CC1)C=1N=NN(C1CO)C)C1CCC1